C1(=CC=CC=C1)S(=O)(=O)N1CC=2NC=NC2C1 5-(phenylsulfonyl)-1,4,5,6-tetrahydropyrrolo[3,4-d]imidazole